5-(4-((1H-pyrazole-4-yl)methyl)piperazine-1-yl)-1-((5-(5-(difluoromethyl)-1,3,4-oxadiazole-2-yl)pyridine-2-yl)methyl)-6-fluoro-3-(oxetan-3-yl)-1,3-dihydro-2H-benzo[d]imidazole-2-one N1N=CC(=C1)CN1CCN(CC1)C1=CC2=C(N(C(N2C2COC2)=O)CC2=NC=C(C=C2)C=2OC(=NN2)C(F)F)C=C1F